C(C)OC=1NC(=NN1)C=1C(=CC(=C(C(=O)N2CCC(CC2)C2=C(C#N)C=CC=C2)C1)C)C (1-(5-(5-ethoxy-4H-1,2,4-triazol-3-yl)-2,4-dimethylbenzoyl)piperidin-4-yl)benzonitrile